OC1=CC=C(C=C1)C1(C2=CC=CC=C2C=2C=CC=CC12)C1=CC=C(C=C1)O 9,9-bis(4-hydroxy-phenyl)fluorene